C(C(C)C)NC(=O)C1=C(C2=C(O1)C1=CC=CC=C1C(C2=O)=O)C N-isobutyl-3-methyl-4,5-dioxo-4,5-dihydronaphtho[1,2-b]furan-2-carboxamide